C(#N)[C@@]1(N(CC1)C(=O)C1=CC(=C2N1CCC1=CC(=C(C=C21)C(=O)O)OC)CCC)C (R)-3-(2-cyano-2-methylazetidine-1-carbonyl)-8-methoxy-1-propyl-5,6-dihydropyrrolo[2,1-a]isoquinoline-9-carboxylic acid